C(C)C=1N=CC=2N(C1[C@@H](C#C)O)C=NC2 |r| rac-1-(6-ethylimidazo[1,5-a]pyrazin-5-yl)prop-2-yn-1-ol